Cl.CC1=CC=C(C=C1)[N+]#N p-toluenediazonium hydrochloride